methyl 3-(2-chlorophenyl)-2-ethyl-7-fluoro-4-oxo-2,3-dihydro-1H-quinoline-5-carboxylate ClC1=C(C=CC=C1)C1C(NC=2C=C(C=C(C2C1=O)C(=O)OC)F)CC